ClC1=C(C=CC=C1C1=C(C(=CC=C1)C1=CC(=C(C(=C1)OC)C=O)F)Cl)NC(=O)C1=NN2C(C(CCC2)O)=C1 N-[2-chloro-3-[2-chloro-3-(3-fluoro-4-formyl-5-methoxy-phenyl)phenyl]phenyl]-4-hydroxy-4,5,6,7-tetrahydropyrazolo[1,5-a]pyridine-2-carboxamide